N-(3-(2'-fluoro-3'-methoxy-[1,1'-biphenyl]-4-yl)-2,2-dimethylpropyl)-6-methylnicotinamide FC1=C(C=CC=C1OC)C1=CC=C(C=C1)CC(CNC(C1=CN=C(C=C1)C)=O)(C)C